[Zn].C(C)N1C(=NC(=C1C)C)C 1-ethyl-trimethylimidazole zinc